FC1=CC=C(C=C1)C1=NN2C(CO[C@@](C2)(C(F)(F)F)C)=C1C1=C2C(=NC=C1)NN=C2 (S)-2-(4-Fluorophenyl)-6-methyl-3-(1H-pyrazolo[3,4-b]pyridin-4-yl)-6-(trifluoromethyl)-6,7-dihydro-4H-pyrazolo[5,1-c][1,4]oxazine